3-amino-1-(2-((6-amino-9H-purin-9-yl)methyl)-3,4-dichloro-6-fluorophenyl)-N-cyclopropylpyrrolidine-3-carboxamide NC1(CN(CC1)C1=C(C(=C(C=C1F)Cl)Cl)CN1C2=NC=NC(=C2N=C1)N)C(=O)NC1CC1